9-decenylmethyldisiloxane C(CCCCCCCC=C)[SiH](O[SiH3])C